CCNCCNC N-ethyl-N'-methylethylenediamine